N,N-dibutylpropanamide C(CCC)N(C(CC)=O)CCCC